N1=CN=C2NC=NC2=C1C=1C(=NC=CC1)NC=1C=CC(=C(C1)NC(C1=CC(=CC=C1)C(F)(F)F)=O)Cl N-(5-(3-(9H-purin-6-yl)pyridin-2-ylamino)-2-chlorophenyl)-3-(trifluoromethyl)benzamide